COC=1C=CC=C2C=C(C3(C12)CCC3)C=3N(C1=CC=CC=C1C3)C3=NC=CC=C3 2-(7'-Methoxyspiro[cyclobutane-1,1'-inden]-2'-yl)-1-(pyridin-2-yl)-1H-indole